methyl-thiohydantoin CN1C(=S)NC(=O)C1